1-((4-(bromomethyl)phenoxy)methyl)naphthalene BrCC1=CC=C(OCC2=CC=CC3=CC=CC=C23)C=C1